(S)-4-((7-((2-cyano-[1,1'-biphenyl]-3-yl)methoxy)-5-methoxy-2,3-dihydro-1H-inden-4-yl)methyl)morpholine-3-carboxylic acid C(#N)C1=C(C=CC=C1COC=1C=C(C(=C2CCCC12)CN1[C@@H](COCC1)C(=O)O)OC)C1=CC=CC=C1